3-chloro-7-(2-((3aS,4R,6aR)-4-(4-chloro-7H-pyrrolo[2,3-d]pyrimidin-7-yl)-2,2-dimethyl-3a,6a-dihydro-4H-cyclopenta[d][1,3]dioxol-6-yl)ethyl)-5-fluoro-N-(4-methoxybenzyl)quinolin-2-amine ClC=1C(=NC2=CC(=CC(=C2C1)F)CCC1=C[C@H]([C@H]2[C@@H]1OC(O2)(C)C)N2C=CC1=C2N=CN=C1Cl)NCC1=CC=C(C=C1)OC